ethyl 2-[6-methyl-3-(trifluoromethyl)-5,6-dihydro-4H-cyclopenta[c]pyrazol-2-yl]acetate CC1CCC=2C1=NN(C2C(F)(F)F)CC(=O)OCC